1-tert-butyl 4-ethyl 5-(benzylamino)-1,2,3,6-tetrahydropyridine-1,4-dicarboxylate C(C1=CC=CC=C1)NC1=C(CCN(C1)C(=O)OC(C)(C)C)C(=O)OCC